N-((2-methoxy-1,2,3,5,6,7-hexahydro-s-indacen-4-yl)carbamoyl)-6,6-dimethyl-N'-trityl-6,7-dihydro-5H-pyrazolo[5,1-b][1,3]oxazine-3-sulfonimidamide COC1CC2=CC=3CCCC3C(=C2C1)NC(=O)NS(=O)(=NC(C1=CC=CC=C1)(C1=CC=CC=C1)C1=CC=CC=C1)C=1C=NN2C1OCC(C2)(C)C